N-[2,5-difluoro-4-(trifluoromethyl)phenyl]-5-(p-tolyl)-1H-pyrrole-3-sulfonamide FC1=C(C=C(C(=C1)C(F)(F)F)F)NS(=O)(=O)C1=CNC(=C1)C1=CC=C(C=C1)C